The molecule is a monocarboxylic acid, a xanthene dye and an organic perchlorate salt. It has a role as a fluorochrome. It contains an ATTO 520-2(1+). CCNC1=CC2=C(C=C1C)C(=C3C=C(C(=[NH+]CC)C=C3O2)C)CCC(=O)O.[O-]Cl(=O)(=O)=O